OC1=C(C=CC(=C1)CC(COCC(CCCC)CC)O)C1=NC(=NC(=N1)C1=C(C=C(C=C1)C)C)C1=C(C=C(C=C1)C)C 2-[2-hydroxy-4-[3-(2-ethylhexoxy)-2-hydroxypropyl]phenyl]-4,6-bis(2,4-dimethylphenyl)-1,3,5-triazine